ethyl 2-[(3R)-3-[4-(3-bromo-2-methyl-phenoxy)butyl]-1-piperidyl]acetate BrC=1C(=C(OCCCC[C@H]2CN(CCC2)CC(=O)OCC)C=CC1)C